C12(CC(C1)C2)NC=2C1=C(N=C(N2)N2CC(C2)C2=CC=CC=C2)CC[S@]1=O (R)-4-(bicyclo[1.1.1]pentan-1-ylamino)-2-(3-phenylazetidin-1-yl)-6,7-dihydrothieno[3,2-d]pyrimidine 5-oxide